COC(C=1C(N)=CC=CC1)=O.CNC1=C(C(=O)OC)C=CC=C1 methyl 2-methylaminobenzoate Methylanthranilat